O=C1N(CC2=CC(=CC=C12)C[C@@H]1[C@H](CCCC1)NC([2H])C1=C(C(=C(C(=C1[2H])[2H])[2H])[2H])[2H])C1C(NC(CC1)=O)=O 3-(1-oxo-5-(((1R,2S)-2-(((phenyl-d5)methyl-d)amino)cyclohexyl)methyl)isoindolin-2-yl)piperidine-2,6-dione